C(CCCCCCCCCCCCCCCCC)N1C(=C(C(C2=CC=CC=C12)=O)O)C1=CC=CC=C1 N-octadecyl-2-phenyl-3-hydroxyquinolin-4-one